FC(C(=O)OCC)(C(=O)C=1OC=C(C1)C1=CN(C2=CC=CC=C12)C(=O)OC(C)(C)C)F Ethyl 2,2-difluoro-3-(4-(1-Boc-1H-indol-3-yl) furan-2-yl)-3-oxopropanoate